ClC1=C(C=CC=C1)C(C(C)(C)C1=CC(=CC=C1)Cl)OC(=O)N[C@H](C(=O)OC)CC1CCCCC1 methyl (2S)-2-(((1-(2-chlorophenyl)-2-(3-chlorophenyl)-2-methylpropoxy)carbonyl)amino)-3-cyclohexylpropanoate